C1(CC1)CNC(C1=CC(=CC=C1)C=1C=CC2=C(N=C(S2)NC(C(C)(C)C)=O)C1)=O N-(cyclopropylmethyl)-3-(2-pivaloylaminobenzo[d]thiazol-5-yl)benzamide